5-allyl-2-oxo-4-(trifluoromethyl)pyridin C(C=C)C=1C(=CC(NC1)=O)C(F)(F)F